C(#C)C1=CC=C(C=C1)C=CC1=CC=CC=C1 1-ethynyl-4-(2-phenylvinyl)benzene